N-(3-(diethylamino)propyl)-2-(4-ethylphenyl)benzo[d]imidazo[2,1-b]thiazole C(C)N(CCCN1C(=CN2C1SC1=C2C=CC=C1)C1=CC=C(C=C1)CC)CC